C(#C)C1=C2C(=CC(=CC2=CC=C1F)O)C1=C(C=2N=C(N=C(C2C=N1)N(C)[C@H]1[C@@H](C1)F)OC[C@]12CCCN2C[C@@H](C1)F)F 5-ethynyl-6-fluoro-4-(8-fluoro-4-((trans-2-fluorocyclopropyl)(methyl)amino)-2-(((2R,7aS)-2-fluorotetrahydro-1H-pyrrolizin-7a(5H)-yl)methoxy)pyrido[4,3-d]pyrimidin-7-yl)naphthalen-2-ol